cyclohexadecylboric acid C1(CCCCCCCCCCCCCCC1)OB(O)O